{4-[1-((2-(trimethylsilyl)ethoxy)methyl)-1H-7-azaindol-3-yl]-1H-pyrazol-1-yl}methylboronic acid C[Si](CCOCN1C=C(C2=CC=CN=C12)C=1C=NN(C1)CB(O)O)(C)C